5-(4-cyclopropyl-1H-imidazol-1-yl)-N-(5,6-dihydrobenzo[f]imidazo[1,5-d][1,4]oxazepin-8-yl)-2-fluoro-4-methylbenzamide C1(CC1)C=1N=CN(C1)C=1C(=CC(=C(C(=O)NC2=CC=CC=3C=4N(CCOC32)C=NC4)C1)F)C